3-amino-N-(3-(4-aminopiperidin-1-yl)pyridin-2-yl)-6-(3-fluoropyridin-2-yl)pyrazine-2-carboxamide NC=1C(=NC(=CN1)C1=NC=CC=C1F)C(=O)NC1=NC=CC=C1N1CCC(CC1)N